O1COC2=C1C=CC(=C2)OC[C@@H]2CN(CC[C@H]2C2=CC=C(C=C2)F)\C=C(\C(=O)OCC)/C(F)(F)F Ethyl (Z)-3-((3S,4R)-3-((benzo[d][1,3]dioxol-5-yloxy)methyl)-4-(4-fluorophenyl)piperidin-1-yl)-2-(trifluoromethyl)acrylate